C(CCCC)C1C(CCCC1)=O 2-PENTYLCYCLOHEXAN-1-ONE